Cl.N1=CC=C(C=C1)C=1NC(=NN1)C1(CCNCC1)NC=1C=C(C(=O)N)C=CC1 3-((4-(5-(pyridin-4-yl)-4H-1,2,4-triazol-3-yl)piperidin-4-yl)amino)benzamide hydrochloride